(S)-2-fluoro-4-methyl-2,3,4,5-tetrahydrobenzo[f][1,4]thiazepine F[C@H]1SC2=C(CN(C1)C)C=CC=C2